ClC1=C(C=CC(=C1)Cl)C[C@H](C(=O)N1CC2=CC=C(C=C2C1)C1=NN(C=C1)C)NC(OC(C)(C)C)=O tert-butyl N-[(2R)-3-(2,4-dichlorophenyl)-1-[5-(1-methyl-1H-pyrazol-3-yl)-2,3-dihydro-1H-isoindol-2-yl]-1-oxopropan-2-yl]carbamate